(R)-6-isopropoxy-N-(phenyl-(piperidin-4-yl)methyl)pyridine-3-sulfonamide C(C)(C)OC1=CC=C(C=N1)S(=O)(=O)N[C@H](C1CCNCC1)C1=CC=CC=C1